C1=COC(=C1)CO Furanmethanol